1-(4-benzyloxy-2-chloro-6-methyl-3-pyridyl)ethanone C(C1=CC=CC=C1)OC1=C(C(=NC(=C1)C)Cl)C(C)=O